NC=1C2=C(N=CN1)C(=CS2)C(=O)NC2=C1C=CN=C(C1=CC=C2C)CC=2C=NC(=CC2)N(C)C 4-Amino-N-(1-((6-(dimethylamino)pyridin-3-yl)methyl)-6-methylisoquinolin-5-yl)thieno[3,2-d]pyrimidine-7-carboxamide